tert-butyl N-{[1-(1,3-dihydro-2-benzofuran-4-sulfonyl)-5-(2-fluorophenyl)-1H-pyrrol-3-yl]methyl}-N-methylcarbamate C1OCC2=C1C=CC=C2S(=O)(=O)N2C=C(C=C2C2=C(C=CC=C2)F)CN(C(OC(C)(C)C)=O)C